1-[3-(4-Bromo-2-methyl-2H-pyrazol-3-yl)-4-methoxy-phenyl]-(4-chloro-2-morpholin-4-yl-phenyl)-urea BrC1=C(N(N=C1)C)C=1C=C(C=CC1OC)N(C(=O)N)C1=C(C=C(C=C1)Cl)N1CCOCC1